4-(2-(3-hydroxy-2,6-dimethylpyridin-4-yl)-3-(2-hydroxyethyl)-1H-indol-5-yl)piperidine-1-carboxylic acid tert-butyl ester C(C)(C)(C)OC(=O)N1CCC(CC1)C=1C=C2C(=C(NC2=CC1)C1=C(C(=NC(=C1)C)C)O)CCO